OC1=C(C=C(C=C1)CCO)[O-] 2-hydroxy-5-(2-hydroxyethyl)phenolate